BrC=1C=C(C(=NC1)C=O)N1CCN(CC1)C(C)(C)C 5-bromo-3-(4-(tert-butyl)piperazin-1-yl)pyridinecarboxaldehyde